Tert-butyl (1R,5S,6r)-6-(hydroxymethyl)-3-azabicyclo[3.1.0]hexan-3-carboxylate OCC1[C@H]2CN(C[C@@H]12)C(=O)OC(C)(C)C